C(C=C)(=O)N[C@H]1CN(CC[C@H]1C)C(=O)OC(C)(C)C tert-butyl (3R,4R)-3-acrylamido-4-methylpiperidine-1-carboxylate